1-(5-bromoimidazo[1,2-a]pyridin-8-yl)-3-(5-(1-(trifluoromethyl)cyclobutyl)isoxazol-3-yl)urea BrC1=CC=C(C=2N1C=CN2)NC(=O)NC2=NOC(=C2)C2(CCC2)C(F)(F)F